C(#N)N1C[C@]2(CC2C1)NC(=O)C1=CC=C(C=C1)C1=C(C=CC=C1)OC1=CC=C(C=C1)F N-((1R)-3-cyano-3-azabicyclo[3.1.0]hexan-1-yl)-2'-(4-fluorophenoxy)-[1,1'-biphenyl]-4-carboxamide